C1(=CC=CC=C1)C[C@H](N)B1O[C@]2([C@@H]3C([C@H](C[C@H]2O1)C3)(C)C)C (1R)-2-phenyl-1-[(1S,2S,6R,8S)-2,9,9-trimethyl-3,5-dioxa-4-boratricyclo[6.1.1.0^[2,6]]decan-4-yl]ethan-1-amine